N-(3-((7-((3-(dimethylamino)propyl)amino)pyrimido[4,5-d]pyrimidin-4-yl)amino)-4-methylphenyl)-3-(trifluoromethyl)benzamide CN(CCCNC1=NC=C2C(=N1)N=CN=C2NC=2C=C(C=CC2C)NC(C2=CC(=CC=C2)C(F)(F)F)=O)C